[2'-(methyl-Amino)[1,1'-biphenyl]-2-yl]palladium CNC1=C(C=CC=C1)C1=C(C=CC=C1)[Pd]